C(C=C)(=O)O.CN methyl-amine acrylate